OC[C@H](C1=CC=CC=C1)NC1=CC(=NC=C1C1=NC(=NO1)C12CCN(CC1)CC2)NC=2C=C1CC(OC(C1=CC2)=O)(C)C (S)-6-((4-((2-hydroxy-1-phenylethyl)amino)-5-(3-(quinuclidin-4-yl)-1,2,4-oxadiazol-5-yl)pyridin-2-yl)amino)-3,3-dimethylisochroman-1-one